C1(=CC=CC=C1)C(C(=O)[O-])C.[NH4+] ammonium 2-phenylpropionate